ClC1=CC(C(N=C1)C1=NC(C2=CC=CC=C12)=O)(C)C 5-chloro-3,3-dimethyl-2-pyridylisoindol-1-one